FC1(CN(C1)C(=O)[C@@H](C(C)C)NC(=O)C1=NOC(=C1C1=CC=C(C=C1)CN1CCOCC1)C1=C(C=C(C(=C1)C(C)C)O)O)F [(1R)-1-[(3,3-difluoro-1-azetidinyl)carbonyl]-2-methylpropyl]-5-[2,4-dihydroxy-5-(1-methylethyl)phenyl]-4-[4-(4-morpholinylmethyl)phenyl]-3-isoxazolecarboxamide